BrCC1=NSC(=C1)C1=CC=CC=C1 3-(bromomethyl)-5-phenylisothiazole